FC(OC1=NC(=C(C=C1NS(=O)(=O)C1=CNC(C2=CC(=CC=C12)Cl)=O)F)OC(F)F)F N-[2,6-bis(difluoromethoxy)-5-fluoro-3-pyridyl]-7-chloro-1-keto-2H-isoquinoline-4-sulfonamide